rac-methyl (4bR,7S,7aR)-7a-(4-bromophenyl)-4b-hydroxy-5-oxo-7-phenyl-4b,6,7,7a-tetrahydro-5H-cyclopenta[4,5]furo[2,3-c]pyridine-6-carboxylate BrC1=CC=C(C=C1)[C@]12[C@](C3=C(C=NC=C3)O1)(C([C@@H]([C@H]2C2=CC=CC=C2)C(=O)OC)=O)O |&1:17|